(tert-butyl 1-(2-(1-hydroxyethyl)-6-p-toluenesulfonylimidazo[4,5-d]pyrrolo[2,3-b]pyridin-1(6H)-yl) azetidin-3-yl) carbamate C(N)(OC1C(N(C1)N1C(=NC=2C1=C1C(=NC2)N(C=C1)S(=O)(=O)C1=CC=C(C)C=C1)C(C)O)C(C)(C)C)=O